amino-acetate NCC(=O)[O-]